C(C)O[Si](CCCSSCCC[Si](OCC)(OCC)OCC)(OCC)OCC bis[gamma-(triethoxysilyl) propyl] disulfide